5-cyclopropyl-1H-1,2,3-triazole-4-carboxylate C1(CC1)C1=C(N=NN1)C(=O)[O-]